(1R,4r)-4-((2'S,3S,4'S,5'R)-1-(4-(1H-tetrazol-5-yl)benzyl)-5-chloro-4'-(2-chlorophenyl)-2'-neopentyl-spiro[indoline-3,3'-pyrrolidine]-5'-carboxamido)cyclohexane-1-carboxylic acid N1N=NN=C1C1=CC=C(CN2C[C@@]3([C@@H](N[C@H]([C@@H]3C3=C(C=CC=C3)Cl)C(=O)NC3CCC(CC3)C(=O)O)CC(C)(C)C)C3=CC(=CC=C23)Cl)C=C1